2-(4-(3-(tert-butyl)-1,2,4-oxadiazol-5-yl)piperidin-1-yl)-5-methyl-8-nitro-6-(trifluoromethyl)-4H-benzo[e][1,3]thiazin-4-one C(C)(C)(C)C1=NOC(=N1)C1CCN(CC1)C=1SC2=C(C(N1)=O)C(=C(C=C2[N+](=O)[O-])C(F)(F)F)C